7-[[5-(4-methylpiperazin-1-yl)-2-pyridyl]amino]-4-(1H-pyrrol-3-yl)-2,3-dihydropyrrolo[3,4-c]pyridin-1-one CN1CCN(CC1)C=1C=CC(=NC1)NC=1C2=C(C(=NC1)C1=CNC=C1)CNC2=O